FC=1C=C(C=CC1N1CCCCC1)NC(=O)C=1N=C(OC1C)N(C)C(C)C N-(3-fluoro-4-(piperidin-1-yl)phenyl)-2-(isopropyl-(methyl)amino)-5-methyl-oxazole-4-carboxamide